FC1(CC(C1)N1C(=NC2=NC=C(C=C21)C=2C=CN1N=C(N=CC12)NC1CC(C1)(C)C)C)F 5-(1-(3,3-difluorocyclobutyl)-2-methyl-1H-imidazo[4,5-b]pyridin-6-yl)-N-(3,3-dimethylcyclobutyl)pyrrolo[2,1-f][1,2,4]triazin-2-amine